CC(CCCCCC)NC1=CC=C(C=C1)NC(CCCCCC)C bis(1-methylheptyl)-para-phenylenediamine